OC=1C=C(C=CC1)CS(=O)(=O)NC 1-(3-hydroxyphenyl)-N-methyl-methanesulfonamide